(S)-N-((S)-1-(5-(7-Chloro-2-methylchinolin-6-yl)-1H-imidazol-2-yl)-7-oxononyl)-6-methyl-6-azaspiro[2.5]octan-1-carboxamid ClC1=C(C=C2C=CC(=NC2=C1)C)C1=CN=C(N1)[C@H](CCCCCC(CC)=O)NC(=O)[C@H]1CC12CCN(CC2)C